6-bromo-7-fluoro-3-methylisoquinolin-1(2H)-one BrC=1C=C2C=C(NC(C2=CC1F)=O)C